C(C)(C)(C)NC(COC1=C(C=C(C=C1)C=O)OCC)=O N-(TERT-BUTYL)-2-(2-ETHOXY-4-FORMYLPHENOXY)ACETAMIDE